1-(5-chloro-1H-indol-3-yl)-3-[1-(4,4-difluorocyclohexyl)pyrazol-4-yl]urea ClC=1C=C2C(=CNC2=CC1)NC(=O)NC=1C=NN(C1)C1CCC(CC1)(F)F